(S or R)-N-((3-(2-(5-fluorothiophen-2-yl)ethyl)-1-(2-(6-methylpyridin-3-yl)propan-2-yl)pyrrolidin-3-yl)methyl)methanesulfonamide citrate C(CC(O)(C(=O)O)CC(=O)O)(=O)O.FC1=CC=C(S1)CC[C@]1(CN(CC1)C(C)(C)C=1C=NC(=CC1)C)CNS(=O)(=O)C |o1:21|